NC1=CC=NC(=N1)S 6-amino-2-mercaptopyrimidine